O1C(=N[C@H]2[C@@H]1CC=1C=CC=CC12)C1=NC(=CC=C1)C=1O[C@@H]2[C@H](N1)C=1C=CC=CC1C2 2,6-bis((3aR,8aS)-8,8a-dihydro-3aH-indeno[1,2-d]oxazol-2-yl)pyridine